((4S,5S)-5-((3,4-dihydroisoquinolin-2(1H)-yl)methyl)-2,2-dimethyl-1,3-dioxolan-4-yl)methanamine C1N(CCC2=CC=CC=C12)C[C@H]1[C@@H](OC(O1)(C)C)CN